(E)-1-[2-Methyl-4-(oxan-2-yloxy)phenyl]-3-phenylprop-2-en-1-one CC1=C(C=CC(=C1)OC1OCCCC1)C(\C=C\C1=CC=CC=C1)=O